F[C@@H]1CN(CC[C@@H]1NC1=NN2C(C(=N1)OC)=C(C=C2)C=2C=C1N=CC=NC1=CC2)CCF N-((3R,4S)-3-Fluoro-1-(2-fluoroethyl)piperidin-4-yl)-4-methoxy-5-(quinoxalin-6-yl)pyrrolo[2,1-f][1,2,4]triazin-2-amine